(1S,2R,4aS,6aS,6bR,8aR,14aR,14bR,16bS)-1,2,6a,6b,9,9,14a-heptamethyl-13-(piperazin-1-yl)-1,2,3,4,4a,5,6,6a,6b,7,8,8a,9,14,14a,14b,15,16b-octadecahydrochryseno[1,2-g]Quinazolin C[C@H]1[C@@H](CC[C@H]2CC[C@]3([C@@]4(CC[C@@H]5[C@](CC=6C(=NC=NC6C5(C)C)N5CCNCC5)([C@H]4CC=C3[C@H]12)C)C)C)C